F[B-](F)(F)F.C(C)N1C=[N+](C=C1)C 1-ethyl-3-methyl-imidazolium tetrafluoroborate salt